C(C)(C)(C)OC(=O)N1C[C@H](N(CC1)CC1=CN=C2C(=NC(=NN21)OC(C)CCC)N(CC2=C(C=C(C=C2)OC)OC)CC2=C(C=C(C=C2)OC)OC)C (3R)-4-((4-(bis(2,4-dimethoxybenzyl)amino)-2-(pent-2-yloxy)imidazo[2,1-f][1,2,4]triazin-7-yl)methyl)-3-methylpiperazine-1-carboxylic acid tert-butyl ester